OC(C(=O)OCC)(C)C ethyl 2-hydroxy-2-methylpropanoate